N-(fluorosilyl)carbazole F[SiH2]N1C2=CC=CC=C2C=2C=CC=CC12